(S)-N-(2,2-difluoro-1-(1-neopentyl-6-(4,4,5,5-tetramethyl-1,3,2-dioxaborolan-2-yl)-1H-indol-3-yl)ethyl)cyclopropanesulfonamide FC([C@H](C1=CN(C2=CC(=CC=C12)B1OC(C(O1)(C)C)(C)C)CC(C)(C)C)NS(=O)(=O)C1CC1)F